2-(1-methyl-1H-pyrazol-4-yl)benzoic acid CN1N=CC(=C1)C1=C(C(=O)O)C=CC=C1